(((R)-1-(3-amino-5-(trifluoromethyl)phenyl)ethyl)amino)-2,8-dimethyl-8,9-dihydrofuro[2,3-h]quinazolin-6-ol NC=1C=C(C=C(C1)C(F)(F)F)[C@@H](C)NC1=NC(=NC2=C3C(=C(C=C12)O)OC(C3)C)C